5-(1,2,4-oxadiazolyl)pyridine O1N=C(N=C1)C=1C=CC=NC1